C(#N)[C@@H](C[C@H]1C(NCCC1)=O)NC(=O)[C@H]1N([C@H]2CC([C@@H]1CC2)(F)F)C([C@@H](C(C)(C)C)NC(C(F)(F)F)=O)=O (1R,3S,4R)-N-[(1R)-1-cyano-2-[(3S)-2-oxo-3-piperidyl]ethyl]-2-[(2R)-3,3-dimethyl-2-[(2,2,2-trifluoroacetyl)amino]butanoyl]-5,5-difluoro-2-azabicyclo[2.2.2]octane-3-carboxamide